FC(C1=NC(=NO1)C=1C=C(C=CC1)C(C(=O)Cl)C(=O)Cl)(F)F 2-(3-(5-trifluoromethyl-1,2,4-oxadiazol-3-yl)phenyl)malonyl chloride